FC=1C=CC=C2C=C(NC(C12)=O)CCCN1C2CC(CC1CC2)OC2=CC=C(C#N)C=C2 4-((8-(3-(8-fluoro-1-oxo-1,2-dihydroisoquinolin-3-yl)propyl)-8-azabicyclo[3.2.1]oct-3-yl)oxy)benzonitrile